FC(COC1CC(C1)C(=O)OCC1=CC=CC=C1)(F)F benzyl 3-(2,2,2-trifluoroethoxy)cyclobutane-1-carboxylate